O1C(CCCC1)N1N=CC(=C1)C1=CC(=CC=C1)B1OC(C(O1)(C)C)(C)C 1-(tetrahydro-2H-pyran-2-yl)-4-(3-(4,4,5,5-tetramethyl-1,3,2-dioxaborolan-2-yl)phenyl)-1H-pyrazole